NCCOCCOCCS(=O)(=O)C1=C2CN(C(C2=CC=C1)=O)C1CNCCC1 3-(4-((2-(2-(2-aminoethoxy)ethoxy)ethyl)sulfonyl)-1-oxoisoindolin-2-yl)piperidine